O[C@@H]1[C@H](O[C@@H]([C@H]([C@@H]1O)O)CO)OC1=CC=C(CCNC(CCC#C)=O)C=C1 N-(4-(((2R,3S,4S,5S,6R)-3,4,5-trihydroxy-6-(hydroxymethyl)tetra-hydro-2H-pyran-2-yl)oxy)phenethyl)pent-4-ynamide